4-(3-((4-chloro-2-fluorobenzyl)oxy)-4-fluorophenyl)piperidine TFA salt OC(=O)C(F)(F)F.ClC1=CC(=C(COC=2C=C(C=CC2F)C2CCNCC2)C=C1)F